O=C1NC(OC2=C1C=CC=C2)CC(=O)N 2-(4-oxo-3,4-dihydro-2H-benzo[e][1,3]oxazin-2-yl)acetamide